3-(benzylamino)-4-ethoxycyclobut-3-ene-1,2-dione C(C1=CC=CC=C1)NC=1C(C(C1OCC)=O)=O